5-Bromo-2-thiopheneacetic acid BrC1=CC=C(S1)CC(=O)O